((1s,3r)-3-hydroxycyclopentyl)-8-(1-methyl-1H-pyrazol-4-yl)-6-(4-(trifluoromethyl)phenyl)pyrido[3,4-d]pyrimidin-4(3H)-one O[C@H]1C[C@H](CC1)C=1NC(C2=C(N1)C(=NC(=C2)C2=CC=C(C=C2)C(F)(F)F)C=2C=NN(C2)C)=O